FC=1C=CC(=C(C1)C(C(=O)OC(C)(C)C)(C)C)[N+](=O)[O-] tert-butyl 2-(5-fluoro-2-nitrophenyl)-2-methylpropanoate